NC1=CC=C(C=C1)SC1=CC(=C(C=C1)N)CC(C)C 4-((4-aminophenyl)thio)-2-isobutylbenzenamine